(4R,5R,7R,8R)-7-(hydroxymethyl)-5-(5-iodo-4-methyl-7H-pyrrolo[2,3-d]pyrimidin-7-yl)-1,6-dioxaspiro[3.4]octane-8-ol OC[C@H]1O[C@H]([C@@]2(CCO2)[C@@H]1O)N1C=C(C2=C1N=CN=C2C)I